[N+](=O)([O-])C1=C(C(=O)C=2C=C(NC2)C(=O)[O-])C=CC=C1 4-(2-nitrobenzoyl)-1H-pyrrole-2-carboxylate